C(C=C)C1=C(C=CC(=C1)C(C)(C)C1=CC=CC=C1)OC1=C(C=C(C=C1)C(C)(C)C1=CC=CC=C1)CC=C allyl-p-cumylphenyl ether